methyl 2-(3-chloro-5-(isobutyryloxy)benzylideneamino)-3-methyl-butanoate ClC=1C=C(C=NC(C(=O)OC)C(C)C)C=C(C1)OC(C(C)C)=O